S-(+)-2-amino-1-propanol C[C@@H](CO)N